tert-butyl 6-[[5-(trifluoromethyl)-1,2,4-triazol-1-yl]methyl]-2-azaspiro[3.3]heptane-2-carboxylate FC(C1=NC=NN1CC1CC2(CN(C2)C(=O)OC(C)(C)C)C1)(F)F